NC1=CC=C(C=N1)C1=NC(=C2N=CN(C2=N1)CC)NCC=1C=NC(=CC1)C1=COC=C1 2-(6-aminopyridin-3-yl)-9-ethyl-N-((6-(furan-3-yl)pyridin-3-yl)methyl)-9H-purin-6-amine